O=C1NC(CCC1N1C(N(C2=C1C=CC(=C2)CN2CCN(CC2)[C@H]2CN(CC2)C(=O)OC(C)(C)C)C)=O)=O 1-Tert-butyl (3R)-3-[4-[[1-(2,6-dioxo-3-piperidyl)-3-methyl-2-oxo-benzimidazol-5-yl]methyl]piperazin-1-yl]pyrrolidine-1-carboxylate